[P].[Sn] Tin phosphorus